4-((5-chloro-7-(2-((6,6-dimethyl-2,4-dioxo-3-azabicyclo[3.1.0]hexane-3-yl)methyl)thieno[3,2-b]pyridin-7-yl)-1H-indol-1-yl)methyl)-1-cyclopropylpiperidine-4-carbonitrile ClC=1C=C2C=CN(C2=C(C1)C1=C2C(=NC=C1)C=C(S2)CN2C(C1C(C1C2=O)(C)C)=O)CC2(CCN(CC2)C2CC2)C#N